O1[C-]=NC(C1)=O 1,3-oxazolidon